ClC1=CC(=CC=2N=C(OC21)C=2C(=C(C=CC2)C2=C(C(=CC=C2)NC=2N=CC=C1C(=CC=NC21)CN2C[C@H](CC2)O)C)C)C=O (S)-7-chloro-2-(3'-((4-((3-hydroxypyrrolidin-1-yl)methyl)-1,7-naphthyridin-8-yl)amino)-2,2'-dimethyl-[1,1'-biphenyl]-3-yl)benzo[d]oxazole-5-carbaldehyde